Cl.NC1CCN(CC1)C(CN1CCOCC1)=O 1-(4-aminopiperidin-1-yl)-2-morpholinoethan-1-one hydrogen chloride